C(=C)S(=O)(=O)CCCS(=O)(=O)C=C 1,3-bis(vinylsulfonyl)propane